C(C)ONC(C1=CN=C(C=C1NC1=C(C=C(C=C1)C1=CC=NN1C)OC)NC1=NC(=CC=C1)C)=O N-ethoxy-4-((2-methoxy-4-(1-methyl-1H-pyrazol-5-yl)-phenyl)amino)-6-((6-methyl-pyridin-2-yl)amino)nicotinamide